ClC1=C(C=2C(=NSN2)C=C1)NC=1NCCN1 5-chloro-N-(4,5-dihydro-1H-imidazol-2-yl)-2,1,3-benzothiadiazol-4-amine